cis-3-(4-(methoxycarbonyl)phenyl)-1-(4-methoxyphenyl)cyclohexane-1-carboxylic acid COC(=O)C1=CC=C(C=C1)[C@@H]1C[C@@](CCC1)(C(=O)O)C1=CC=C(C=C1)OC